N-(2-Hydroxypropyl)methacrylamid OC(CNC(C(=C)C)=O)C